C(C)(C)N1C(=NC=C1C1=NC(=NC=C1)O)C 4-(3-Isopropyl-2-methyl-imidazol-4-yl)pyrimidin-2-ol